ClC1=C(C=C(OC=2N=NNC2)C=C1)OC1CCCC1 4-(4-chloro-3-(cyclopentyloxy)phenoxy)-1H-1,2,3-triazole